9-(fluoromethyl)octadecane FCC(CCCCCCCC)CCCCCCCCC